O1C(=NC2=C1C=CC=C2)NC(=O)C2C1CC3CC(CC2C3)C1 N-(1,3-benzoxazol-2-yl)adamantan-2-carboxamide